BrC1=CN=C(N=N1)N1CC(NCC1)C(C)C 6-bromo-3-(3-isopropylpiperazin-1-yl)-1,2,4-triazine